C(CCCCCCCCCC)N(C(=O)NCCCCCCCCCCC)CCCCCCCCCCC N,N,N'-tri(undecyl)urea